2-(1-benzyl-1H-1,2,3-triazol-4-yl)-2-hydroxyacetic acid C(C1=CC=CC=C1)N1N=NC(=C1)C(C(=O)O)O